C(C)OC(=O)C1C2C3C4C=CC(C3C(C1)C2)C4 9-ethoxycarbonyltetracyclo[6.2.1.13,6.02,7]Dodec-4-ene